tert-butyl (1R,5S)-8-(6-benzyl-4-cyano-3-(((S)-1-methylpyrrolidin-2-yl)methoxy)-5,6,7,8-tetrahydro-2,6-naphthyridin-1-yl)-3,8-diazabicyclo[3.2.1]octane-3-carboxylate C(C1=CC=CC=C1)N1CC=2C(=C(N=C(C2CC1)N1[C@H]2CN(C[C@@H]1CC2)C(=O)OC(C)(C)C)OC[C@H]2N(CCC2)C)C#N